9-Benzyl-4-ethyl-2,2-dimethyl-1-oxa-4,9-diazaspiro[5.5]undecan-3-on C(C1=CC=CC=C1)N1CCC2(CN(C(C(O2)(C)C)=O)CC)CC1